methyl 2-amino-4-methoxy-1,3-benzothiazole-6-carboxylate NC=1SC2=C(N1)C(=CC(=C2)C(=O)OC)OC